glyceryl monothioglycolate C(CS)(=O)OCC(O)CO